ClC1=CC=C(CN2[C@]3(CCN(C3)C3=CC(N(C=C3)C)=O)C(N(CC2=O)C(C)C)=O)C=C1 (S)-6-(4-chlorobenzyl)-9-isopropyl-2-(1-methyl-2-oxo-1,2-dihydropyridin-4-yl)-2,6,9-triazaspiro[4.5]decane-7,10-dione